(S)-N-(4-hydroxybutan-2-yl)-5-(4-(trifluoromethyl)phenoxy)-2-naphthamide OCC[C@H](C)NC(=O)C1=CC2=CC=CC(=C2C=C1)OC1=CC=C(C=C1)C(F)(F)F